O=C1NC(CCC1C1=CC=C(C=C1)N1CCC(CC1)C=O)=O (4-(2,6-dioxopiperidin-3-yl)phenyl)piperidine-4-carbaldehyde